O1C=CC2=C1C=C(C=C2)CC(C)NC (benzofuran-6-yl)-N-methylpropan-2-amine